N1(CCC1)CC1(CC1)NC(C(C1=CC=C(C=C1)C)(F)F)=O N-(1-(azetidin-1-ylmethyl)cyclopropyl)-2,2-difluoro-2-(p-tolyl)acetamide